methyl (1S,3S)-3-((3-cyclopropyl-5-(1-methyl-5-(((methyl(3,3,3-trifluoropropyl)carbamoyl)oxy)methyl)-1H-1,2,3-triazol-4-yl)pyrazin-2-yl)oxy)cyclohexane-1-carboxylate C1(CC1)C=1C(=NC=C(N1)C=1N=NN(C1COC(N(CCC(F)(F)F)C)=O)C)O[C@@H]1C[C@H](CCC1)C(=O)OC